ClC1=CC(=C(C=C1)C1=NC(=NC2=C1N=C(N(C2=O)C)C)N2CC(C2)OCC=2C=NN(C2)C)F 8-(4-chloro-2-fluorophenyl)-2,3-dimethyl-6-(3-((1-methyl-1H-pyrazol-4-yl)methoxy)azetidin-1-yl)pyrimido[5,4-d]pyrimidin-4(3H)-one